C(C)(C)(C)OC(=O)N1C[C@@H](CC1)NC(=O)C1(CCN(CC1)C1=C(C=C(C=C1)C(F)(F)F)C#N)C1=CC=C(C=N1)C=1C(=NC=CC1)OCC (3R)-3-{1-[2-cyano-4-(trifluoromethyl)phenyl]-4-{2'-ethoxy-[3,3'-bipyridin]-6-yl}piperidine-4-carboxamido}pyrrolidine-1-carboxylic acid tert-butyl ester